1-(3-chlorophenyl)-3-(6-(2-hydroxy-prop-2-yl)isoquinolin-4-yl)-2-oxoimidazoline-4-carbonitrile ClC=1C=C(C=CC1)N1C(N(C(C1)C#N)C1=CN=CC2=CC=C(C=C12)C(C)(C)O)=O